C(C)(C)(C)OC(=O)NCCSP(=O)(N[C@@H](C(=O)OC)C)N[C@@H](C)C(=O)OC methyl (((2-((tert-butoxycarbonyl) amino) ethyl) thio) (((R)-1-methoxy-1-oxopropan-2-yl) amino) phosphoryl)-L-alaninate